CN1N=CC(=C1)C1=CC=2C(=NC=CC2N2CC3CCC(C2)N3C3CC(C3)C#N)N1 3-(3-(2-(1-methyl-1H-pyrazol-4-yl)-1H-pyrrolo[2,3-b]pyridin-4-yl)-3,8-diazabicyclo[3.2.1]octan-8-yl)cyclobutane-1-carbonitrile